cis-3,4-dihydroxy-L-proline OC1[C@H](NCC1O)C(=O)O